ClC1=NC=CC(=N1)C(=O)NC1=C(C=CC(=C1)F)N1C[C@H](C[C@H]1CO)NC(OC(C)(C)C)=O tert-Butyl ((3S,5S)-1-(2-(2-chloropyrimidine-4-carboxamido)-4-fluorophenyl)-5-(hydroxymethyl)pyrrolidin-3-yl)carbamate